ClC1=CC=C(COC2=NN=C(S2)NC(C2=CN=C(C=C2N2CCOCC2)C=2NC=CN2)=O)C=C1 N-(5-((4-chlorobenzyl)oxy)-1,3,4-thiadiazol-2-yl)-6-(1H-imidazol-2-yl)-4-morpholinonicotinamide